4-(1-methylcyclopropyl)aniline Methyl-5-(N-(2,2,2-trifluoro-1-(4-fluorophenyl)ethyl)sulfamoyl)thiazole-2-carboxylate COC(=O)C=1SC(=CN1)S(NC(C(F)(F)F)C1=CC=C(C=C1)F)(=O)=O.CC1(CC1)C1=CC=C(N)C=C1